C(CCC)OOC(CCC(C)(C(C)(C)C)C(C)(C)C)=O n-butyl-4,4-di-t-butylperoxypentanoate